ClC1=CC=C2C(=CNC2=C1)S(=O)(=O)NC1=NC=C(N=C1OC)Cl 6-Chloro-N-(5-chloro-3-methoxypyrazin-2-yl)-1H-indol-3-sulfonamid